N3-methyl-L-histidine CN1C=NC=C1C[C@H](N)C(=O)O